3,4-dihydro-1H-2-benzopyran-1-one C1(OCCC2=C1C=CC=C2)=O